[1,3,4]oxadiazole O1C=NN=C1